C(C1=CC=CC=C1)OC(N[C@@H]1/C(/NC[C@H]1C1=C(C=C(C=C1F)OC)F)=N/O[Si](C)(C)C(C)(C)C)=O |o1:10,14| ((3S*,4R*,Z)-2-{[(tert-butyl-dimethylsilyl)oxy]imino}-4-(2,6-difluoro-4-methoxy-phenyl)pyrrolidin-3-yl)carbamic acid benzyl ester